2-Phosphono-butan P(=O)(O)(O)C(C)CC